CC1=CC=C2C(C=C(OC2=C1)C(=O)NC=1SC(=NN1)C)=O 7-methyl-N-(5-methyl-1,3,4-thiadiazol-2-yl)-4-oxo-4H-chromene-2-carboxamide